CN(C)C=C(C(=O)OC)C(CC(=O)OC)=O dimethyl 2-((dimethylamino)methylene)-3-oxopentanedioate